C1(CC1)C(C)(C)NC(OC)=O methyl R-1-cyclopropylisopropylcarbamate